5,7-dichloro-benzo[d]thiazol-2-amine ClC=1C=C(C2=C(N=C(S2)N)C1)Cl